4-iodo-N,N-diphenylaniline C1=CC=C(C=C1)N(C2=CC=CC=C2)C3=CC=C(C=C3)I